(R)-8-(8-((4-(trifluoromethyl)pyrimidin-5-yl)thio)imidazo[1,2-c]pyrimidin-5-yl)-8-azaspiro[4.5]decan-1-amine FC(C1=NC=NC=C1SC=1C=2N(C(=NC1)N1CCC3(CCC[C@H]3N)CC1)C=CN2)(F)F